tert-butyl (S,E)-2-((3-(7-(dimethylamino)-2-((methoxycarbonyl)amino)-7-oxohept-5-enamido)-2-oxopyridin-1(2H)-yl)methyl)-5,7-difluoro-4-neopentyl-1H-benzo[d]imidazole-1-carboxylate CN(C(/C=C/CC[C@@H](C(=O)NC=1C(N(C=CC1)CC1=NC2=C(N1C(=O)OC(C)(C)C)C(=CC(=C2CC(C)(C)C)F)F)=O)NC(=O)OC)=O)C